N,N-dimethyl-2-(2-trifluoromethyl-1H-indol-3-yl)ethan-1-amine CN(CCC1=C(NC2=CC=CC=C12)C(F)(F)F)C